NC1=C2C(=NC=N1)N(N=C2C2=CC=C(C=C2)OC2=CC=CC=C2)C2CCC(CC2)N2CCN(CC2)CC2CN(C2)C2=C1C(N(C(C1=CC=C2)=O)C2C(NC(CC2)=O)=O)=O 4-(3-((4-((1r,4r)-4-(4-amino-3-(4-phenoxyphenyl)-1H-pyrazolo[3,4-d]pyrimidin-1-yl)cyclohexyl)piperazin-1-yl)methyl)azetidin-1-yl)-2-(2,6-dioxopiperidin-3-yl)isoindoline-1,3-dione